COC=1C=C(C=CC1OC)C(C(=O)C1=C(C=C(C=C1)OCC)OC)C (3,4-dimethoxyphenyl)-1-(4-ethoxy-2-methoxyphenyl)propan-1-one